(2S,11aR)-2-hydroxy-6-methoxy-8-methyl-7-propyl-2,3,11,11a-tetrahydro-1H,5H-benzo[f]pyrrolo[2,1-c][1,4]oxazepin-5-one O[C@H]1C[C@@H]2COC3=C(C(N2C1)=O)C(=C(C(=C3)C)CCC)OC